NCC=1C=C2C=C(N(C2=CC1)CCC)CN1C(N(C2=C1C=C(C=C2)F)C2CC2)=O 3-((5-(Aminomethyl)-1-propyl-1H-indol-2-yl)methyl)-1-cyclopropyl-5-fluoro-1,3-dihydro-2H-benzo[d]imidazol-2-one